4-{4-[methyl-(oxetan-3-yl)amino]Benzoyl}benzene-1,2-diamine CN(C1=CC=C(C(=O)C=2C=C(C(=CC2)N)N)C=C1)C1COC1